2-(chloromethyl)-5-(trifluoromethyl)-1,3,4-thiadiazole ClCC=1SC(=NN1)C(F)(F)F